COC([C@H](C1CC1)OC1=C(C=C(C(=C1)F)Br)C1=NOCC1OCCCC)=O (2S)-2-[4-bromo-5-fluoro-2-(4-butoxy-4,5-dihydroisoxazol-3-yl)phenoxy]-2-cyclopropylacetic acid methyl ester